(1R,3S)-3-{5-[(1S,2S)-2-(2-formyl-3-hydroxyphenyl)cyclopropaneamido]-2H-pyrazol-3-yl}cyclopentyl N-isopropylcarbamate C(C)(C)NC(O[C@H]1C[C@H](CC1)C=1NN=C(C1)NC(=O)[C@@H]1[C@H](C1)C1=C(C(=CC=C1)O)C=O)=O